4-((6-Ethoxy-1-ethyl-1H-pyrazolo[3,4-d]pyrimidin-4-yl)aminomethyl)benzenesulfonamide C(C)OC1=NC(=C2C(=N1)N(N=C2)CC)NCC2=CC=C(C=C2)S(=O)(=O)N